N,N-dimethyl-2-thiofurancarboxamide CN(C(=O)C=1SC=CC1)C